N-[2-(2,6-dichlorobenzylthio)ethyl]dodecanamide ClC1=C(CSCCNC(CCCCCCCCCCC)=O)C(=CC=C1)Cl